C/C=C(\C)/C(=O)O METHYLMETHACRYLIC ACID